FC1=C(C=C(C=C1)OCCN1CCOCC1)C=1C=CC=C2C=NC(=NC12)NC1=CC=C(C=C1)NC1CN(C1)CCF N1-(8-(2-fluoro-5-(2-morpholinoethoxy)phenyl)quinazolin-2-yl)-N4-(1-(2-fluoroethyl)azetidin-3-yl)benzene-1,4-diamine